(8S,9R)-5-Fluoro-8-(4-[18F]fluorophenyl)-2,7,8,9-tetrahydro-9-(1-methyl-1H-1,2,4-triazol-5-yl)-3H-pyrido[4,3,2-de]phthalazin-3-one FC=1C=C2C=3C(=NNC(C3C1)=O)[C@@H]([C@H](N2)C2=CC=C(C=C2)[18F])C2=NC=NN2C